(S)-3-((tert-butoxycarbonyl) amino)-2-oxobutyl acetate C(C)(=O)OCC([C@H](C)NC(=O)OC(C)(C)C)=O